2,2-dimethyl-7-(2-(((1-(trifluoromethyl)cyclopropyl)methyl)amino)-7H-pyrrolo[2,3-d]pyrimidin-5-yl)chroman-4-one CC1(OC2=CC(=CC=C2C(C1)=O)C1=CNC=2N=C(N=CC21)NCC2(CC2)C(F)(F)F)C